(3-isopropenyl-2,2-dimethylcyclobutyl)methoxymethylbenzene C(=C)(C)C1C(C(C1)COCC1=CC=CC=C1)(C)C